FC1=C(C=C(C=C1)F)C1=CC=C(N=N1)NC1[C@@H]2CN(C[C@H]12)CC1=NN(C(=C1)C)C (1R,5S,6s)-N-[6-(2,5-difluorophenyl)pyridazin-3-yl]-3-[(1,5-dimethylpyrazol-3-yl)methyl]-3-azabicyclo[3.1.0]hexan-6-amine